sorbic acid, sorbate salt C(\C=C\C=C\C)(=O)O.C(\C=C\C=C\C)(=O)O